S1C=C(C=C1)CC(=O)[O-].[Na+] sodium thiophene-3-acetate